FCC(C)NC1=NC=CC(=C1)CN1C(N(C(C1(C)C)=O)C1=CC=C(C=C1)S(=O)(=O)C(F)(F)F)=O 1-((2-((1-fluoropropan-2-yl)amino)pyridin-4-yl)methyl)-5,5-dimethyl-3-(4-((trifluoromethyl)sulfonyl)phenyl)imidazolidine-2,4-dione